ClC1=NC(=CC(=C1)C=1C(=NN2C1N=C(C=C2)N[C@H](C(=O)O)C)C2=CC(=CC=C2)C#N)C (2S)-2-[[3-(2-Chloro-6-methyl-4-pyridyl)-2-(3-cyanophenyl)pyrazolo[1,5-a]pyrimidin-5-yl]amino]propanoic acid